C(C(O)C)(=O)O.C(C(O)C)(=O)O lactic acid, lactate salt